8-cyano-[1,2,4]triazolo[1,5-a]pyridine C(#N)C=1C=2N(C=CC1)N=CN2